CC1(CCN(CC1)C(=O)N1N=C(C=C1)C(=O)O)N(CC1=C(C(=CC=C1)C(F)(F)F)N1CCCC1)C 1-(4-methyl-4-(methyl(2-(pyrrolidin-1-yl)-3-(trifluoromethyl)benzyl)amino)piperidine-1-carbonyl)-1H-pyrazole-3-carboxylic acid